3-(4-(Methylsulfonamido)pyrimidin-2-yl)-N-(4-phenethoxyphenyl)benzamide CS(=O)(=O)NC1=NC(=NC=C1)C=1C=C(C(=O)NC2=CC=C(C=C2)OCCC2=CC=CC=C2)C=CC1